2-((1R,4R)-2-oxa-5-azabicyclo[2.2.1]heptan-5-yl)-N-(6-(2-methylthiazol-5-yl)isoquinolin-3-yl)acetamide [C@H]12OC[C@H](N(C1)CC(=O)NC=1N=CC3=CC=C(C=C3C1)C1=CN=C(S1)C)C2